FC1=C(C(=CC(=C1)C)[N+](=O)[O-])C=1C(=NN(C1N)C)C (2-fluoro-4-methyl-6-nitrophenyl)-1,3-dimethyl-1H-pyrazol-5-amine